2-(4-{5-[5-Fluoro-6-(2-methoxyethoxy)-1H-indazol-3-yl]-1,2-oxazol-3-yl}phenyl)-2,3-dihydropyridazin-3-on FC=1C=C2C(=NNC2=CC1OCCOC)C1=CC(=NO1)C1=CC=C(C=C1)N1N=CC=CC1=O